O1C=CC2=NC(=CC=C21)C=2C=C(C=CC2)C2=NOC(=C2)[C@]2(C(N(CC2)C)=O)O (R)-3-(3-(3-(furo[3,2-b]pyridin-5-yl)phenyl)isoxazol-5-yl)-3-hydroxy-1-methylpyrrolidin-2-one